1-chloro-2,3,3,3-tetrafluoropropylene ClC=C(C(F)(F)F)F